COC1=CC=2N=CN=C(C2N=C1NC(=O)[C@]1(N(CCC1)C)C(F)(F)F)C=1C(=NN(C1)C)C1=CC=CC=C1 (S)-N-(7-methoxy-4-(1-methyl-3-phenyl-1H-pyrazol-4-yl)pyrido[3,2-d]pyrimidin-6-yl)-1-methyl-2-(trifluoromethyl)pyrrolidine-2-carboxamide